NC1=C(C(=NC=N1)OC1=C(C=C(C=C1)NC(=O)C=1C=NN(C1C(F)(F)F)C=1C=NC=NC1)F)Cl N-[4-(6-amino-5-chloro-pyrimidin-4-yl)oxy-3-fluoro-phenyl]-1-pyrimidin-5-yl-5-(Trifluoromethyl)pyrazole-4-carboxamide